tert-butyl N-[5-(4,4,5,5-tetramethyl-1,3,2-dioxaborolan-2-yl)-2-pyridyl]carbamate CC1(OB(OC1(C)C)C=1C=CC(=NC1)NC(OC(C)(C)C)=O)C